C[C@@]12[C@H](CC[C@H]1[C@@H]1CC=C3C[C@H](CC[C@]3(C)[C@H]1CC2)O)O androstane-5-ene-3β,17β-diol